2-(2-Benzyloxyethyl)-1,1-dioxo-1,2-benzothiazol-3-one C(C1=CC=CC=C1)OCCN1S(C2=C(C1=O)C=CC=C2)(=O)=O